2-(Trimethylsilyl)ethyl-(3-{[(R)-[1-benzyl-4-(2,5-difluorophenyl)-1H-pyrrol-2-yl](cyclohexyl)methyl]amino}propyl)carbamate C[Si](CCOC(NCCCN[C@H](C1CCCCC1)C=1N(C=C(C1)C1=C(C=CC(=C1)F)F)CC1=CC=CC=C1)=O)(C)C